ClC1=CC=C(C=C1)C(C#N)C1=NC=CC=C1 2-(4-chlorophenyl)-2-(pyridine-2-yl)acetonitrile